4-(2-fluoroethoxy)quinoline 1-Acetylazetidin-3-yl-(7-fluoro-6-(8-methyl-2,3-dihydro-1H-pyrido[2,3-b][1,4]oxazin-7-yl)isoquinolin-3-yl)carbamate C(C)(=O)N1CC(C1)N(C(O)=O)C=1N=CC2=CC(=C(C=C2C1)C1=C(C2=C(OCCN2)N=C1)C)F.FCCOC1=CC=NC2=CC=CC=C12